(S)-N-((5-chloro-6-(5-methoxypyrazin-2-yl)-1H-indol-2-yl)methyl)-2-hydroxypropanamide ClC=1C=C2C=C(NC2=CC1C1=NC=C(N=C1)OC)CNC([C@H](C)O)=O